CN(CCNC(=O)C=1NC2=CC=CC=C2C1)CC1=CC2=CC=CC=C2C=C1 N-(2-(methyl-(naphthalen-2-ylmethyl)amino)ethyl)-1H-indole-2-carboxamide